N[C@H]1CN(C[C@@H](C1)F)C(=O)C=1C=CC=2N(C1)N=C(C2C)C2=CC=1C(=NC(=CC1)C1=CC(=C(C(=O)N)C=C1)Cl)N2CC2CC2 4-(2-(6-((3R,5R)-3-Amino-5-fluoropiperidine-1-carbonyl)-3-methylpyrazolo[1,5-a]pyridin-2-yl)-1-(cyclopropylmethyl)-1H-pyrrolo[2,3-b]pyridin-6-yl)-2-chlorobenzamide